C(CCC)OCCC(=O)N(C)C β-n-butoxy-N,N-dimethylpropionamide